2-oxo-imidazolidine-1-carboxylic acid benzyl ester C(C1=CC=CC=C1)OC(=O)N1C(NCC1)=O